3-((13S,15R)-3-fluoro-13-methyl-17-oxo-7,8,9,11,12,13,14,15,16,17-decahydro-6H-cyclopenta[a]phenanthren-15-yl)-N-(3-fluoropyridin-2-yl)propanamide FC=1C=CC=2C3CC[C@@]4(C(C[C@H](C4C3CCC2C1)CCC(=O)NC1=NC=CC=C1F)=O)C